CC1=C(OC=2C=C(C=CC2)[C@H](CC(=O)[O-])NC(=O)NC=2C(N(C=CC2[O-])C)=O)C(=CC=C1)C.[Na+].[Na+] Natrium (S)-3-(3-(2,6-Dimethylphenoxy)phenyl)-3-(3-(1-Methyl-4-oxido-2-oxo-1,2-Dihydropyridin-3-yl)ureido)propanoat